O=C1NC(CCC1C1=NN(C2=C(C=CC=C12)[N-]CCCCCCC(N1CCCCC1)=O)C)=O N-(3-(2,6-dioxopiperidin-3-yl)-1-methyl-1H-indazol-7-yl)-7-oxo-7-(piperidin-1-yl)heptylamide